COC1=CC=C2CCN(C2=C1)C(=O)C=1C=C2CN(C(C2=CC1)=O)C1C(NC(CC1)=O)=O 3-(5-(6-methoxyindoline-1-carbonyl)-1-oxoisoindolin-2-yl)piperidine-2,6-dione